tert-Butyl (3S)-4-(6-fluoro-7-(2-fluoro-6-hydroxyphenyl)-1-(5-(4-hydroxybutyl)-2-isopropylpyridin-3-yl)-2-oxo-1,2-dihydropyrido[2,3-d]pyrimidin-4-yl)-3-methylpiperazine-1-carboxylate FC1=CC2=C(N(C(N=C2N2[C@H](CN(CC2)C(=O)OC(C)(C)C)C)=O)C=2C(=NC=C(C2)CCCCO)C(C)C)N=C1C1=C(C=CC=C1O)F